ClC1=C(C=C2C(=C(N(C2=C1)C=1C=NN(C1)CCC)CC)C(=O)NC=1C=C(C(=O)O)C=CC1)OC 3-(6-chloro-2-ethyl-5-methoxy-1-(1-propyl-1H-pyrazol-4-yl)-1H-indole-3-carboxamido)benzoic acid